CC=1C(=C2C=CN=C(C2=CC1)NC1=CC=C(C=C1)C(C)=O)[N+](=O)[O-] 1-(4-((6-methyl-5-nitroisoquinolin-1-yl)amino)phenyl)ethan-1-one